(R)-1-(3,3-Difluoro-4-((5-(1-(2-fluoroethyl)-1H-benzo[d][1,2,3]triazol-6-yl)-4-methoxypyrrolo[2,1-f][1,2,4]triazin-2-yl)amino)piperidin-1-yl)-2-(dimethylamino)ethan-1-one FC1(CN(CC[C@H]1NC1=NN2C(C(=N1)OC)=C(C=C2)C=2C=CC1=C(N(N=N1)CCF)C2)C(CN(C)C)=O)F